C1(CCC1)CC1=C2C(=NC=C1F)C=C(N2)CN2C(C(=CC=C2)NC([C@H](CC\C=C\C(=O)N(C)C)NC(OC)=O)=O)=O methyl (S,E)-(1-((1-((7-(cyclobutylmethyl)-6-fluoro-1H-pyrrolo[3,2-b]pyridin-2-yl)methyl)-2-oxo-1,2-dihydropyridin-3-yl)amino)-7-(dimethylamino)-1,7-dioxohept-5-en-2-yl)carbamate